deoxy-2',4'-difluoro-2'-methyluridine F[C@]1([C@@H](O[C@@]([C@H]1O)(CO)F)N1C(=O)NC(=O)C=C1)C